C(#N)C=1C=C(C=CC1F)NC(=O)C1C(N(C(C2=CC=CC=C12)=O)CC(F)(F)F)C=1C=NC(=CC1)C(F)F N-(3-cyano-4-fluorophenyl)-3-(6-(difluoromethyl)pyridin-3-yl)-1-oxo-2-(2,2,2-trifluoroethyl)-1,2,3,4-tetrahydroisoquinoline-4-carboxamide